C(C)(C)(C)C1=CC=C(C=C1)C#CC=O 3-(4-(tert-butyl)phenyl)propiolaldehyde